cholestenoxy-2,4-diaminobenzene 3,5-diaminobenzoate NC=1C=C(C(=O)O)C=C(C1)N.C(=C(C)CCC[C@@H](C)[C@H]1CC[C@H]2[C@@H]3CCC4CCCC[C@]4(C)[C@H]3CC[C@]12C)OC1=C(C=C(C=C1)N)N